6-oxohexanamide O=CCCCCC(=O)N